2-(4-(2-((3-(Bis((Z)-2-hydroxyoctadec-9-en-1-yl)amino)-propyl)disulfane-yl)ethyl)piperazin-1-yl)ethyl 4-(bis(2-hydroxy-decyl)amino)-butanoate OC(CN(CCCC(=O)OCCN1CCN(CC1)CCSSCCCN(CC(CCCCCC\C=C/CCCCCCCC)O)CC(CCCCCC\C=C/CCCCCCCC)O)CC(CCCCCCCC)O)CCCCCCCC